2-chloro-7-(isopropoxymethyl)-3-methoxy-11-oxo-6,7-dihydro-11H-dipyrido[1,2-d:2',3'-f][1,4]oxazepine-10-carboxylic acid ClC=1C(=CC2=C(C=3N(C(CO2)COC(C)C)C=C(C(C3)=O)C(=O)O)N1)OC